NC=1NC2=C(N1)OC1=C2C=CC=C1 aminobenzofuroimidazole